potassium ((4-(tert-butoxycarbonyl)-3,3-dimethylpiperazin-1-yl)methyl)trifluoroborate C(C)(C)(C)OC(=O)N1C(CN(CC1)C[B-](F)(F)F)(C)C.[K+]